2-(tert-butyl) 8-ethyl 6-(thiazole-5-carbonyl)-2,6-diazaspiro[3.4]octane-2,8-dicarboxylate S1C=NC=C1C(=O)N1CC2(CN(C2)C(=O)OC(C)(C)C)C(C1)C(=O)OCC